2,6-dimethylphenyl-bis(ethoxymethyl)silane tert-butyl-(R)-3-(2-(3-(1-aminoethyl)-2-fluorophenyl)-2,2-difluoroethyl)azetidine-1-carboxylate C(C)(C)(C)OC(=O)N1CC(C1)CC(F)(F)C1=C(C(=CC=C1)[C@@H](C)N)F.CC1=C(C(=CC=C1)C)[SiH](COCC)COCC